C(C1=CC=CC=C1)OC=1C=CC(=NC1C(=O)OC)C#CCCN1CCN(CC1)C(=O)OC(C)(C)C Tert-butyl 4-(4-(5-(benzyloxy)-6-(methoxycarbonyl)pyridin-2-yl)but-3-yn-1-yl)piperazine-1-carboxylate